7-{2,6-bis[2,6-diisopropyl-4-(2-methylphenyl)phenyl]Phenyl}-7-phospha-dispiro[5.1.58.36]Hexadecan-15-one C(C)(C)C1=C(C(=CC(=C1)C1=C(C=CC=C1)C)C(C)C)C1=C(C(=CC=C1)C1=C(C=C(C=C1C(C)C)C1=C(C=CC=C1)C)C(C)C)P1C2(CCCCC2)CC(CC12CCCCC2)=O